C(C)[C@@H]1N(C[C@H](N(C1)C(C)C1=NC=C(C=C1)OC(C)C)CC)C=1C=2C(N(C(C1)=O)C)=CN(N2)CC#N 2-(7-((2S,5R)-2,5-diethyl-4-(1-(5-isopropoxypyridin-2-yl)ethyl)piperazin-1-yl)-4-methyl-5-oxo-4,5-dihydro-2H-pyrazolo[4,3-b]pyridin-2-yl)acetonitrile